7-bromo-N-(4-(methylcarbamoyl)benzyl)imidazo[1,5-a]pyridine-1-carboxamide BrC1=CC=2N(C=C1)C=NC2C(=O)NCC2=CC=C(C=C2)C(NC)=O